3-(6-(3-carboxylphenyl)-2,6-diazaspiro[3.3]heptan-2-yl)-2-(1H-pyrrol-1-yl)benzoic acid C(=O)(O)C=1C=C(C=CC1)N1CC2(CN(C2)C=2C(=C(C(=O)O)C=CC2)N2C=CC=C2)C1